C(=O)[O-].C(C)[C@]1(C(OCC=2C(N3CC=4C(=NC=5C=C(C(=CC5C4CN4CCC(CC4)[NH+](C)C)OC)F)C3=CC21)=O)=O)O.C(C)[C@]2(C(OCC=1C(N3CC=4C(=NC=5C=C(C(=CC5C4CN4CCC(CC4)[NH+](C)C)OC)F)C3=CC12)=O)=O)O.C(=O)[O-] bis(1-(((S)-4-ethyl-8-fluoro-4-hydroxy-9-methoxy-3,14-dioxo-3,4,12,14-tetrahydro-1H-pyrano[3',4':6,7]indolizino[1,2-b]quinolin-11-yl)methyl)-N,N-dimethylpiperidin-4-aminium) formate